Trifluoro(1-methylpropyl)silane F[Si](C(CC)C)(F)F